1-(((2,4-difluorophenyl)amino)methyl)-N-(2,6-dimethylphenyl)-9H-pyrido[3,4-b]indol-3-amide FC1=C(C=CC(=C1)F)NCC1=NC(=CC2=C1NC1=CC=CC=C21)C(=O)NC2=C(C=CC=C2C)C